CC(C=C)(CCCC(CCCC(CCCC(C)C)C)C)O 3,7,11,15-tetra-methylhexadec-1-en-3-ol